4-((2-fluoro-4-(trifluoromethyl)benzyl)amino)-2-((1-methyl-1H-pyrazol-4-yl)amino)pyrimidin-5-carboxamide FC1=C(CNC2=NC(=NC=C2C(=O)N)NC=2C=NN(C2)C)C=CC(=C1)C(F)(F)F